7-(1-(5-(2,2,2-trifluoro-1-methoxy-1-(1-methylpiperidin-4-yl)ethyl)pyridin-2-yl)-1H-pyrazol-4-yl)-3H-imidazo[4,5-b]pyridine FC(C(C1CCN(CC1)C)(OC)C=1C=CC(=NC1)N1N=CC(=C1)C1=C2C(=NC=C1)NC=N2)(F)F